Cl.NCCC1CCN(CC1)C1=C2C=CC(NC2=NC=C1)=O 5-(4-(2-aminoethyl)piperidin-1-yl)-1,8-naphthyridin-2(1H)-one hydrochloride